(S)-1-(4-chloro-3-fluorophenyl)pyrrolidin-3-ol ClC1=C(C=C(C=C1)N1C[C@H](CC1)O)F